tert-butyl (1S)-1-{[(S)-2-methylpropane-2-sulfinyl]amino}-7-azaspiro[3.5]nonane-7-carboxylate CC(C)(C)[S@](=O)N[C@H]1CCC12CCN(CC2)C(=O)OC(C)(C)C